2-(2-hydroxyethyl)-6-(methylthio)-1-pyridin-2-yl-1,2-dihydro-3H-pyrazolo[3,4-d]pyrimidin-3-one OCCN1N(C2=NC(=NC=C2C1=O)SC)C1=NC=CC=C1